IC1=CN=C2N1C=C(C=C2)OC(F)(F)F 3-iodo-6-(trifluoromethoxy)imidazo[1,2-a]pyridine